7-bromo-1-methyl-2-oxo-1,2-dihydroquinoline-3-carbonitrile BrC1=CC=C2C=C(C(N(C2=C1)C)=O)C#N